[Br-].C(CCC)N1CN(C=C1)C=C 3-butyl-1-vinyl-imidazole bromide